3-methylbutaneamide hydrochloride Cl.CC(CC(=O)N)C